1-(TRIFLUOROMETHOXY)NAPHTHALENE-8-BORONIC ACID FC(OC1=CC=CC2=CC=CC(=C12)B(O)O)(F)F